P(O)(=O)(OP(=O)(O)OP(=O)(O)O)OC[C@@H]1[C@H](C[C@@H](O1)N1C(=O)N=C(N)C(=C1)F)O 2'-deoxy-5-fluorocytidine triphosphate